C1(CCC1)COC(COC1=C(C=CC=C1)OC1=C(C=C(C(=C1)N1C(N(C(=CC1=O)C(F)(F)F)C)=O)F)Cl)=O Cyclobutylmethyl-(2-{2-chloro-4-fluoro-5-[3-methyl-2,6-dioxo-4-(trifluoromethyl)-3,6-dihydropyrimidin-1(2H)-yl]phenoxy}phenoxy)acetat